Z-serine N[C@@H](CO)C(=O)O